N-(4-chloro-3-fluorobenzyl)hydroxylamine ClC1=C(C=C(CNO)C=C1)F